C(C)OC(=O)[C@H]1N([C@H]2C[C@]2(C1)C)C(CNC(=O)C1=CC=C(C=C1)OC=1C=NC=CC1)=O.N[C-]1C=CC=C1.[CH-]1C=CC=C1.[Fe+2] mono-aminoferrocene ethyl-(1S,3S,5S)-5-methyl-2-(2-{[4-(pyridin-3-yloxy)phenyl]formamido}acetyl)-2-azabicyclo[3.1.0]hexane-3-carboxylate